3-(4-((4-methylpiperazin-1-yl)methyl)benzyl)pyrrolidin-2-one CN1CCN(CC1)CC1=CC=C(CC2C(NCC2)=O)C=C1